tert-butyl 6-cyclobutylindoline-1-carboxylate C1(CCC1)C1=CC=C2CCN(C2=C1)C(=O)OC(C)(C)C